[C-]#N.C(CCCCC)[NH+]1C=C(C=C1)C 1-Hexyl-3-Methylpyrrolium cyanid